tert-Butyl (3R,4S)-4-(6-amino-4-methylpyridazin-3-yl)-3-methylpiperidine-1-carboxylate NC1=CC(=C(N=N1)[C@@H]1[C@H](CN(CC1)C(=O)OC(C)(C)C)C)C